(R)-4-methyl-5-(4-((6-(4-methyl-1H-imidazol-1-yl)pyridazin-3-yl)methyl)piperazin-2-yl)isobenzofuran-1(3H)-one CC1=C2COC(C2=CC=C1[C@H]1NCCN(C1)CC=1N=NC(=CC1)N1C=NC(=C1)C)=O